4,6-Bis-propylamino-[1,3,5]triazin C(CC)NC1=NC=NC(=N1)NCCC